COC1=C(C(=CC(=C1)C)C)C=1C=CC=2C(=NC(=CN2)[C@H]2CN(CCC2)C)N1 6-(2-methoxy-4,6-dimethyl-phenyl)-3-[(3R)-1-methyl-3-piperidyl]pyrido[2,3-b]pyrazine